N12C[C@H](C(CC1)CC2)OC(N[C@@H]2C(CC1=CC(=C(C=C21)F)C2=CC=C(C=C2)OCCCC)(C)C)=O (S)-quinuclidin-3-yl((R)-5-(4-butoxyphenyl)-6-fluoro-2,2-dimethyl-2,3-dihydro-1H-inden-1-yl)carbamate